FCC1(CCC1)O 1-(fluoromethyl)cyclobutan-1-ol